1-Aziridineethanol N1(CC1)CCO